C1(=CC=CC2=CC=CC=C12)C1=CC=CC2=CC=CC=C12 (S)-binaphthyl